NC1=NC=C(C=C1[N+](=O)[O-])[N+](=O)[O-] 2-amino-3,5-dinitropyridine